FC1=CC=C(C=C1)C1=C2C(=NN1C)[C@@H]1CCC[C@H](C2)N1C(=O)C=1C=C2C=CC=NC2=CC1 ((5R,9S)-3-(4-Fluorophenyl)-2-methyl-4,5,6,7,8,9-hexahydro-2H-5,9-epiminocycloocta[c]pyrazol-10-yl)(quinolin-6-yl)methanone